C1(CC1)C1=CC=C(C=N1)C(C)N1N=CC2=C(C=CC(=C12)C(=O)OC)C#CC methyl 1-(1-(6-cyclopropylpyridin-3-yl) ethyl)-4-(propan-1-yn-1-yl)-1H-indazole-7-carboxylate